FC=1C=C(C=NC1)C1=NN2C(=NC=3C=CC=CC3C2=N1)N[C@H]1C(NCCCC1)=O (3R)-3-{[2-(5-fluoropyridin-3-yl)[1,2,4]triazolo[1,5-c]quinazolin-5-yl]amino}azepan-2-one